tri-carboxycyclohexane C(=O)(O)C1C(CCCC1)(C(=O)O)C(=O)O